dimethyl (2-methoxyethoxy)methylphosphonate COCCOCP(OC)(OC)=O